N-((4-hydroxy-3-methylbenzofuran-2-yl)methyl)-N-methylacrylamide OC1=CC=CC2=C1C(=C(O2)CN(C(C=C)=O)C)C